COC(=O)C1=CC2=C(CN[C@H](CO2)COC)C=C1.CNC(C1=CC(=CC=C1)CN1C(C2=CN=C(C=C2C=C1)C1=C(NC=C1)C)=O)=O n-methyl-3-((6-(2-methyl-1H-pyrrol-3-yl)-1-oxo-2,7-naphthyridin-2(1H)-yl)methyl)benzamide Methyl-(3S)-3-(methoxymethyl)-2,3,4,5-tetrahydro-1,4-benzoxazepine-8-carboxylate